ClC1=C(C=C2C(=CNC2=C1)C(=O)O)C=1C(=NC(=CC1)N1CC2(COC2)CC1)OC 6-chloro-5-(2-methoxy-6-(2-oxa-6-azaspiro[3.4]octan-6-yl)pyridin-3-yl)-1H-indole-3-carboxylic acid